1-dodecyl-2,3-dimethylimidazole hexafluorophosphate F[P-](F)(F)(F)(F)F.C(CCCCCCCCCCC)N1C(N(C=C1)C)C